pent-4-ynic acid C(CCC#C)(=O)O